5-Methoxy-1-phenyl-7-(trifluoromethyl)pyrido[2,3-d]pyrimidine-2,4(1H,3H)-dione COC1=CC(=NC=2N(C(NC(C21)=O)=O)C2=CC=CC=C2)C(F)(F)F